Tert-butyl (S)-4-(4-(4-((3-amino-1-(3-chlorophenyl)-3-oxopropyl)carbamoyl)-3-(3,6-difluoro-2-methylphenyl)-1-methyl-1H-pyrrole-2-carbonyl)benzyl)piperidine-1-carboxylate NC(C[C@@H](C1=CC(=CC=C1)Cl)NC(=O)C=1C(=C(N(C1)C)C(=O)C1=CC=C(CC2CCN(CC2)C(=O)OC(C)(C)C)C=C1)C1=C(C(=CC=C1F)F)C)=O